(E)-3,7-dimethyl-2,7-octadienyl propionate C(CC)(=O)OC\C=C(\CCCC(=C)C)/C